5-(3-carboxy-2,5-dihydroxybenzamido)nicotinic acid C(=O)(O)C=1C(=C(C(=O)NC=2C=NC=C(C(=O)O)C2)C=C(C1)O)O